2-(4-methyl-5-oxo-1H-1,2,4-triazol-3-yl)benzonitrile CN1C(=NNC1=O)C1=C(C#N)C=CC=C1